1-((2S,5R)-2-methyl-5-(4-(6-methylpyrazin-2-yl)-6-((2-methylpyridin-4-yl)amino)pyrimidin-2-yl)piperidin-1-yl)ethan-1-one C[C@@H]1N(C[C@@H](CC1)C1=NC(=CC(=N1)C1=NC(=CN=C1)C)NC1=CC(=NC=C1)C)C(C)=O